Ethyl 5-chloro-1-phenyl-1H-1,2,3-triazole-4-carboxylate ClC1=C(N=NN1C1=CC=CC=C1)C(=O)OCC